tert-Butyl ((3S,4S)-4-((2-(2,6-dioxo-1-((2-(trimethylsilyl)ethoxy)methyl)piperidin-3-yl)-1-oxoisoindolin-5-yl)oxy)pyrrolidin-3-yl)carbamate O=C1N(C(CCC1N1C(C2=CC=C(C=C2C1)O[C@@H]1[C@H](CNC1)NC(OC(C)(C)C)=O)=O)=O)COCC[Si](C)(C)C